(4-(4-((2-(Aminooxy)acetoamido)methyl)-1H-1,2,3-triazole-1-yl)phenyl-amino)-N,N,N-tri(methyl-d3)-2-oxoethanaminium Formate C(=O)[O-].NOCC(=O)NCC=1N=NN(C1)C1=CC=C(C=C1)NC(C=O)[N+](C([2H])([2H])[2H])(C([2H])([2H])[2H])C([2H])([2H])[2H]